[N+](=[N-])=C(C(=O)OCC)C(C(C)C)=O ethyl 2-diazo-4-methyl-3-oxopentanoate